OC=1C=C2C(CNC(C2=CC1)=O)(C)C 6-hydroxy-4,4-dimethyl-2,3-dihydroisoquinolin-1-one